(S)-N-(1-(3-methoxyphenyl)hex-2-yl)-1-methyl-1H-pyrazole-3-carboxamide COC=1C=C(C=CC1)C[C@H](CCCC)NC(=O)C1=NN(C=C1)C